3-(5-(4-((4-(7-(difluoromethyl)-1',3'-dimethyl-2'-oxo-1',2',3,4-tetrahydro-2H-[1,5'-biquinolin]-7'-yl)piperidin-1-yl)methyl)piperidin-1-yl)-1-oxoisoindolin-2-yl)piperidine-2,6-dione FC(C1=CC=C2CCCN(C2=C1)C=1C=2C=C(C(N(C2C=C(C1)C1CCN(CC1)CC1CCN(CC1)C=1C=C2CN(C(C2=CC1)=O)C1C(NC(CC1)=O)=O)C)=O)C)F